NC(C(=O)O)(CCCCB(O)O)[C@@H]1C[C@H](C1)NCC1=CC=CC=C1 trans-2-amino-2-(3-(benzylamino)cyclobutyl)-6-boronohexanoic acid